(R)-N-(2,6-xylyl)piperidine-2-carboxamide C1(=C(C=CC=C1C)C)NC(=O)[C@@H]1NCCCC1